1,7-bis(3-aminophenoxy)heptane NC=1C=C(OCCCCCCCOC2=CC(=CC=C2)N)C=CC1